6-methoxy-3,4-dihydro-2H-benzo[e][1,2]thiazine 1,1-dioxide COC=1C=CC2=C(CCNS2(=O)=O)C1